CC1(C(C=CC=C1)C(=O)N)C(=O)N o-toluenediamide